methyl (3S)-3-amino-3-[3-(benzyloxycarbonylamino)-2-chlorophenyl]butanoate N[C@](CC(=O)OC)(C)C1=C(C(=CC=C1)NC(=O)OCC1=CC=CC=C1)Cl